C(C)C1=NOC2=C1C=C(C(=C2)OC)NS(=O)(=O)C2=CC=C(C=C2)F N-(3-ethyl-6-methoxybenzo[d]isoxazol-5-yl)-4-fluorobenzenesulfonamide